C1(=CC=CC=C1)P(C=1[C-](C=CC1)[C@@H](C)P(C1=CC(=CC(=C1)C)C)C1=CC(=CC(=C1)C)C)C1=CC=CC=C1.[CH-]1C=CC=C1.[Fe+2] (R)-1-[(S)-2-(diphenylphosphino)ferrocenyl]ethyldi(3,5-xylyl)phosphine